(S)-N-(6-(2H-1,2,3-triazol-2-yl)-5-(trifluoromethyl)pyridin-3-yl)-2-fluoro-8-methyl-8-(trifluoromethyl)-7,8-dihydro-6H-pyrazolo[1,5-a]pyrrolo[2,3-e]pyrimidine-6-carboxamide N=1N(N=CC1)C1=C(C=C(C=N1)NC(=O)N1C[C@@](C2=C1C=NC=1N2N=C(C1)F)(C(F)(F)F)C)C(F)(F)F